ethyl-3-methylbenzene-1,2-diamine C(C)C=1C(=C(C(=CC1)N)N)C